NC1=CC=C(C=C1)CC(=O)NC=1C=C(C(=O)N2CCC(CC2)CCCCNC(\C=C\C=2C=NC=CC2)=O)C=CC1 (E)-N-(4-(1-(3-(2-(4-aminophenyl)acetamido)benzoyl)piperidin-4-yl)butyl)-3-(pyridin-3-yl)acrylamide